COC(=O)C=1C=CC2=C(OCCN2)C1 3,4-dihydro-2H-benzo[b][1,4]Oxazine-7-carboxylic acid methyl ester